C(#N)C1=CC=C(CNC(=O)C2=CC=C(NC2=O)C(=O)O)C=C1 5-((4-cyanobenzyl)carbamoyl)-6-oxo-1,6-dihydropyridine-2-carboxylic acid